[Mo].[Ti].[Co].[Ni] nickel-cobalt-titanium-molybdenum